3-methyl-1,2,4-triazole-5-carboxylic acid CC1=NNC(=N1)C(=O)O